ClC=1C=C(CNCCC(=O)NCCCNC2=NC3=C(C4=CN=CC=C24)C=CC(=C3)C(=O)N)C=CC1 5-((3-(3-((3-Chlorobenzyl)amino)propanamido)propyl)amino)benzo[c][2,6]naphthyridine-8-carboxamide